ClC1=CC(=C(COC2=NC(=CC=C2)C2CCNCC2)C=C1)F 2-((4-Chloro-2-fluorobenzyl)oxy)-6-(piperidin-4-yl)pyridine